C(C)(=O)C1=CC=C(S1)C(=O)NC=1C=CC=C2C=CC=NC12 5-acetyl-N-(quinolin-8-yl)thiophene-2-carboxamide